NC1=NC=NC2=C1C1=C(CCCN3C1=CC=1C=CC(=CC31)C(=O)NC3=NN(C=C3)CCN3CCOCC3)N2C(C)C 1-amino-5-isopropyl-N-(1-(2-morpholinoethyl)-1H-pyrazol-3-yl)-5,6,7,8-tetrahydropyrimido[5'',4'':4',5']pyrrolo[3',2':3,4]azepino[1,2-a]indole-11-carboxamide